(1s,2s,6r,7r)-4-(6-methyl-1,3-benzothiazol-2-yl)4-azatricyclo[5.2.1.02,6]decane-3,5-dione CC1=CC2=C(N=C(S2)N2C([C@H]3[C@H]4CC[C@@H]([C@H]3C2=O)C4)=O)C=C1